Stearyl SteaRate C(CCCCCCCCCCCCCCCCC)(=O)OCCCCCCCCCCCCCCCCCC